C1(=CC=CC=C1)S(=O)(=O)N1CCC2=CC(=CC=C12)[C@H]1[C@@H](C1)NC(C)(C)C1CCNCC1 trans-2-(1-(phenylsulfonyl)indolin-5-yl)-N-(2-(piperidin-4-yl)propan-2-yl)cyclopropylamine